S1C(=CC=C1)CC1C[C@H](NC1)C(=O)O gamma-(2-thienyl-methyl)-proline